C(C)(C)OC1CN(C1)C(=O)NCC1=C(C=C(C=C1)C1=NC(=NC=C1)NC=1C=NN(C1)C(C(=O)NC)(C)C)C 3-isopropoxy-N-(2-methyl-4-(2-((1-(2-methyl-1-(methylamino)-1-oxopropan-2-yl)-1H-pyrazol-4-yl)amino)pyrimidin-4-yl)benzyl)azetidin-1-carboxamide